(6'R,8a'S)-6'-[8-amino-1-(4-{(1R)-1-hydroxy-1-[3-(trifluoromethyl)phenyl]ethyl}phenyl)imidazo[1,5-a]pyrazin-3-yl]tetrahydro-5'H-spiro[cyclopropane-1,1'-indolizin]-3'(2'H)-one NC=1C=2N(C=CN1)C(=NC2C2=CC=C(C=C2)[C@](C)(C2=CC(=CC=C2)C(F)(F)F)O)[C@H]2CN1C(CC3([C@@H]1CC2)CC3)=O